1-[(6-{5-Azaspiro[2.3]hex-5-yl}pyridin-3-yl)methyl]-1H-imidazole-4-carboxylic acid trifluoroacetate salt FC(C(=O)O)(F)F.C1CC12CN(C2)C2=CC=C(C=N2)CN2C=NC(=C2)C(=O)O